1-(4-{6-chloro-2-[(1-cyclopropyl-5-methyl-1H-pyrazol-4-yl)amino]quinazolin-7-yl}piperidin-1-yl)-2-phenylpropan-2-ol ClC=1C=C2C=NC(=NC2=CC1C1CCN(CC1)CC(C)(O)C1=CC=CC=C1)NC=1C=NN(C1C)C1CC1